2-methyl-1-[rac-(2R,5S)-5-(1,3-benzothiazol-5-yl)-2-methyl-piperazin-1-yl]propan-1-one CC(C(=O)N1[C@@H](CN[C@H](C1)C=1C=CC2=C(N=CS2)C1)C)C |r|